2-(4-(((3-Isopropyl-2-(8-methyl-[1,2,4]triazolo[1,5-a]pyridin-6-yl)-1H-indol-5-yl)oxy)methyl)piperidin-1-yl)-N-methylacetamid C(C)(C)C1=C(NC2=CC=C(C=C12)OCC1CCN(CC1)CC(=O)NC)C=1C=C(C=2N(C1)N=CN2)C